ClC1=CC(=C(COC2=CC=CC(=N2)C2=CC(=C(CN3N(C4=CC(=CC(=C4C3=O)OC)C(=O)O)C[C@H]3OCC3)C=C2F)F)C=C1)F (S)-2-(4-(6-((4-chloro-2-fluorobenzyl)oxy)pyridin-2-yl)-2,5-difluorobenzyl)-4-methoxy-1-((oxetan-2-yl)methyl)-3-oxo-2,3-dihydro-1H-indazole-6-carboxylic acid